(R)-5-((1-(4-(3-Morpholinopyrrolidin-1-yl)phenyl)-1H-imidazol-4-yl)amino)pyrazine-2-carbonitrile O1CCN(CC1)[C@H]1CN(CC1)C1=CC=C(C=C1)N1C=NC(=C1)NC=1N=CC(=NC1)C#N